nitro-ethylurea [N+](=O)([O-])N(C(=O)N)CC